4-Propargyl-thiomorpholine-1,1-dioxide C(C#C)N1CCS(CC1)(=O)=O